6-Bromopyridinealdoxime BrC1=CC=CC(=N1)C=NO